OC1=CC=C(C=C1)C1=C(C=CC=C1)C1=CC=CC=C1 monohydroxymonophenylbiphenyl